FC=1C=C(NC2=CC=C(C(=N2)C(=O)NC2CCN(CC2)S(=O)(=O)C(C)C)OC)C=C(C1)F 6-(3,5-difluoroanilino)-N-(1-isopropylsulfonyl-4-piperidyl)-3-methoxy-pyridine-2-carboxamide